OC1=C(C=O)C=CC=C1 2-Hydroxybenzaldehyd